FC1=CC=C(COC2=CC=C3CCN(CC3=C2)C(=O)OC(C)(C)C)C=C1 t-butyl 7-((4-fluorobenzyl) oxy)-3,4-dihydroisoquinoline-2(1H)-carboxylate